iso-Pentyl-4-(4-methyl-3-oxopiperazin-1-yl)-1H-benzo[d]imidazole-1-carboxamide C(CC(C)C)C1=NC2=C(N1C(=O)N)C=CC=C2N2CC(N(CC2)C)=O